CN1N=C(C(=C1)C=1C=C(C=2N(C1)C=CN2)C(=O)NC2=NC=C(C=C2)F)C 6-(1,3-Dimethyl-1H-pyrazol-4-yl)-N-(5-fluoropyridin-2-yl)imidazo[1,2-a]pyridine-8-carboxamide